2'-arabinosyl-cytidine C1([C@@H](O)[C@H](O)[C@H](O)CO1)[C@@]1([C@@H](O[C@@H]([C@H]1O)CO)N1C(=O)N=C(N)C=C1)O